BrC1=C(C=C(C=C1)[N+](=O)[O-])N(S(=O)(=O)C)S(=O)(=O)C N-(2-bromo-5-nitrophenyl)-N-methanesulfonyl-methanesulfonamide